3-(dibenzo[b,d]furan-3-yl)-5-(2,6-diphenylpyridin-3-yl)-2,4,6-tris(3-methyl-9H-carbazol-9-yl)benzonitrile C1=CC(=CC=2OC3=C(C21)C=CC=C3)C=3C(=C(C#N)C(=C(C3N3C2=CC=CC=C2C=2C=C(C=CC32)C)C=3C(=NC(=CC3)C3=CC=CC=C3)C3=CC=CC=C3)N3C2=CC=CC=C2C=2C=C(C=CC32)C)N3C2=CC=CC=C2C=2C=C(C=CC32)C